ClC=1C=C2C(=CN1)NC=C2C2=NC(=NC(=C2)C)C(C)(F)F 5-Chloro-3-(2-(1,1-difluoroethyl)-6-methylpyrimidin-4-yl)-1H-pyrrolo[2,3-c]pyridine